C(#N)C[C@H]1CN(CCN1C(C=C)=O)C1=CC(=NC(=N1)OCCC1N(CCC1)C)C(=O)NC1=CC(=CC2=CC=CC=C12)O 6-[(3S)-3-(cyanomethyl)-4-prop-2-enoyl-piperazin-1-yl]-N-(3-hydroxy-1-naphthyl)-2-[2-(1-methylpyrrolidin-2-yl)ethoxy]pyrimidine-4-carboxamide